N-((3R,4S)-4-((2-(2,6-dichloro-3,5-dimethoxyphenyl)-4-(6-oxa-2-azaspiro[3.4]octan-2-yl)pyrido[3,4-d]pyrimidin-6-yl)amino)tetrahydrofuran-3-yl)acrylamide ClC1=C(C(=C(C=C1OC)OC)Cl)C=1N=C(C2=C(N1)C=NC(=C2)N[C@H]2[C@H](COC2)NC(C=C)=O)N2CC1(C2)COCC1